BrC1=CC=C(C=C1)/C=C/C(=O)OC(C)(C)C tert-butyl (E)-3-(4-bromophenyl)acrylate